6-chloro-N-((1R,2R,4S)-7-cyano-7-azabicyclo[2.2.1]heptan-2-yl)-1-(6-cyano-2-pyridinyl)-1H-indazole-5-carboxamide ClC1=C(C=C2C=NN(C2=C1)C1=NC(=CC=C1)C#N)C(=O)N[C@H]1[C@H]2CC[C@@H](C1)N2C#N